C[C@@H]1CC[C@H]2C([C@H]3[C@@H](CC[C@]12C3)C)(C)C (E)-(3R,3aS,6R,7R,8aS)-3,6,8,8-tetramethyloctahydro-1H-3a,7-methanoazulene